(S)-2-((6-(4-cyano-2-fluorobenzyl)thio-5-fluoro-3',6'-dihydro-[2,4'-bipyridin]-1'(2'H)-yl)methyl)-1-(oxetan-2-ylmethyl)-1H-benzo[d]imidazole-6-carboxylic acid C(#N)C1=CC(=C(CSC2=C(C=CC(=N2)C=2CCN(CC2)CC2=NC3=C(N2C[C@H]2OCC2)C=C(C=C3)C(=O)O)F)C=C1)F